FC(C1=C(C=C(C=C1)OC)C1CCC(CC1)CO)F (4-(2-(difluoromethyl)-5-methoxyphenyl)cyclohexyl)methanol